FC1(CC(C1)NC1=NC(=NC(=N1)NC1CC(C1)(F)F)C1=C(C(CCCC1)O)F)F 3-(4,6-Bis((3,3-difluorocyclobutyl)amino)-1,3,5-triazin-2-yl)-2-fluorocyclohept-2-en-1-ol